tetraglycidyl-Diglycidyl-amine C(C1CO1)C1C(C(NCC2CO2)(CC2CO2)CC2CO2)(O1)CC1CO1